N[C@@H](C)C(=O)N[C@@H](CCC(N)=O)C(=O)O L-ALANYL-L-GLUTAMINE